1-[(3S)-3-butyl-6-methoxy-1-{4-[(pyridin-3-yl)amino]phenyl}-1,2,3,4-tetrahydroisoquinolin-2-yl]-3-(trimethylsilyl)prop-2-yn-1-one C(CCC)[C@@H]1N(C(C2=CC=C(C=C2C1)OC)C1=CC=C(C=C1)NC=1C=NC=CC1)C(C#C[Si](C)(C)C)=O